bis-trimethylsilylamino-pentafluoroethyl-silane C[Si](C)(C)N([Si](C)(C)C)[SiH2]C(C(F)(F)F)(F)F